NC=1C=NNC1N 4,5-DIAMINOPYRAZOLE